ethyl 4-(4-(isobutyryloxy)phenyl)-6-methyl-2-oxo-1,2,3,4-tetrahydropyrimidine-5-carboxylate C(C(C)C)(=O)OC1=CC=C(C=C1)C1NC(NC(=C1C(=O)OCC)C)=O